C(C)OC(=O)C=1C=C(C=2N(C(C=C(N2)N2CCOCC2)=O)C1)/C(=N/[S@](=O)C(C)(C)C)/C.CC(C)(CCC(C)(OOC(C)(C)CC)C)OOC(C)(C)CC 2,5-dimethyl-2,5-di(tert-amylperoxy)hexane ethyl-9-[(E)-N-[(R)-tert-butylsulfinyl]-C-methyl-carbonimidoyl]-2-morpholino-4-oxo-pyrido[1,2-a]pyrimidine-7-carboxylate